(1s,2s)-2-fluoro-N-(6-(4-fluoro-2,6-dimethylphenyl)imidazo[1,2-a]pyridin-2-yl)cyclopropane-1-carboxamide F[C@@H]1[C@@H](C1)C(=O)NC=1N=C2N(C=C(C=C2)C2=C(C=C(C=C2C)F)C)C1